N-(2-((4-(1-(cyclopropyl-amino)-2-methyl-1-oxopropan-2-yl)-3-fluorophenyl)amino)-1-(4-(methoxymethyl)phenyl)-2-oxoethyl)-3,3,3-trifluoropropanamide C1(CC1)NC(C(C)(C)C1=C(C=C(C=C1)NC(C(C1=CC=C(C=C1)COC)NC(CC(F)(F)F)=O)=O)F)=O